C1(CC1)C(=O)NC1=NC=C(C(=O)NC([2H])([2H])[2H])C(=C1)NC1=CSC=2C=NN(C(C21)=O)CC(F)(F)F 6-(Cyclopropanecarboxamido)-N-(methyl-d3)-4-((4-oxo-5-(2,2,2-trifluoroethyl)-4,5-dihydrothieno[2,3-d]pyridazin-3-yl)amino)nicotinamide